NC=1C(=CC2=C(C1)C=1C(=NC=CC1)O2)C(C)(C)O 2-(6-aminobenzofuro[2,3-b]pyridin-7-yl)propan-2-ol